FC1=C(CC(CNC(=O)C2=NN(C(N2)=O)C)CC)C=CC(=C1)F N-(2-(2,4-difluorobenzyl)butyl)-1-methyl-5-oxo-4,5-dihydro-1H-1,2,4-triazole-3-carboxamide